Allyl (2-((1S,3S,5S)-3-(hydroxymethyl)-2-azabicyclo[3.1.0]hexane-2-carbonyl)-4-methoxy-5-((triisopropylsilyl)oxy)phenyl)carbamate OC[C@H]1N([C@H]2C[C@H]2C1)C(=O)C1=C(C=C(C(=C1)OC)O[Si](C(C)C)(C(C)C)C(C)C)NC(OCC=C)=O